ClC=1C=CC(=C(C1)C1=CC(=C(N1C)C)C(=O)N(C=1C=NN(C1)C)C1=CC=C(C=C1)O)C(=O)N1CC2=CC=CC=C2C[C@H]1C(F)(F)F 5-(5-Chloro-2-{[(3S)-3-(trifluoromethyl)-3,4-DIHYDROISOQUINOLIN-2(1H)-yl]carbonyl}phenyl)-N-(4-hydroxyphenyl)-1,2-dimethyl-N-(1-methyl-1H-pyrazol-4-yl)-1H-pyrrole-3-carboxamide